zinc dimethyldisulfide carbamate C(N)([O-])=O.CSSC.[Zn+2].C(N)([O-])=O